COC=1C=CC=2N(C1)C=C(N2)C2=CC=C(C=C2)C2=CC(=NC=C2)NC([O-])=O N-[4-[4-(6-methoxyimidazo[1,2-a]pyridin-2-yl)phenyl]pyridin-2-yl]carbamate